OC1=CC=C(C=C1)C(C)(C1=CC=C(C=C1)O)C1=CC=C(C(C)(C)C2=CC=C(C=C2)O)C=C1 4-(4-(1,1-Bis(p-hydroxyphenyl)-ethyl)-alpha,alpha-dimethylbenzyl)phenol